(Z)-2-cyano-N-(5-(cyclohexylmethyl)pyrimidin-2-yl)-3-hydroxy-3-(5-methylisoxazol-4-yl)acrylamide C(#N)/C(/C(=O)NC1=NC=C(C=N1)CC1CCCCC1)=C(\C=1C=NOC1C)/O